CN1C2=C(C=3C=CC=CC13)C(N(CC2)CC2=C(N=CN2)C)=O 5-methyl-2-((4-methyl-1H-imidazol-5-yl)methyl)-2,3,4,5-tetrahydro-1H-pyrido[4,3-b]indol-1-one